tert-butyl 1,5-dimethyl-3-[(triethylsilyl) oxy]-8-azabicyclo[3.2.1]oct-2-ene-8-carboxylate CC12C=C(CC(CC1)(N2C(=O)OC(C)(C)C)C)O[Si](CC)(CC)CC